3,3,3-trifluoro-1-(2-fluoro-10,11-dihydro-5H-dibenzo[b,e][1,4]diazepin-5-yl)propan-1-one FC(CC(=O)N1C2=C(NCC3=C1C=CC(=C3)F)C=CC=C2)(F)F